CNCCNC(C(=O)N)C [2-(methylamino)ethyl]aminopropanamide